2-(ethylamino)-1-((3-exo)-3-((4-((5-methyl-1H-pyrazol-3-yl)amino)thieno[2,3-d]pyrimidin-2-yl)amino)-8-azabicyclo[3.2.1]oct-8-yl)ethan-1-one C(C)NCC(=O)N1C2CC(CC1CC2)NC=2N=C(C1=C(N2)SC=C1)NC1=NNC(=C1)C